P(=O)(O)([O-])[O-] hydrogenorthophosphat